C(C)OC(=O)C1=CC(=C(C(=O)NC2=C(C(=O)OCC)C=CN=C2)C=C1O)O ethyl 3-(4-(ethoxycarbonyl)-2,5-dihydroxybenzamido)isonicotinate